C(CC)[Si](OCC)(OCC)OCC n-propyltriethoxy-silane